CN1N=C(C(=C1)NC1=NC=C(C(=N1)C1=CNC2=C(C=CC=C12)NC([C@H](COC)N1CCN(CC1)C)=O)F)C (2S)-N-(3-{2-[(1,3-dimethyl-1H-pyrazol-4-yl)amino]-5-fluoropyrimidin-4-yl}-1H-indol-7-yl)-3-methoxy-2-(4-methylpiperazin-1-yl)propanamide